methyl 2-bromo-5-((4-carbamoyl-1-(trans-2-cyanocyclohexyl)-1H-pyrazol-3-yl)amino)benzoate BrC1=C(C(=O)OC)C=C(C=C1)NC1=NN(C=C1C(N)=O)[C@H]1[C@@H](CCCC1)C#N